[(7-hydroxy-5-(styryl)-[1,2,4]triazolo[1,5-a]pyridine-8-carbonyl)amino]methyl acetate C(C)(=O)OCNC(=O)C=1C=2N(C(=CC1O)C=CC1=CC=CC=C1)N=CN2